ClC(C)C1=CC=CC=C1 (1-chloroethyl)benzene